2-Chloro-5-{[(3-hydroxy-2,2-dimethylpropanoyl)amino]methyl}-N-[1-(1,3-thiazol-4-yl)-1H-indazol-4-yl]benzamide ClC1=C(C(=O)NC2=C3C=NN(C3=CC=C2)C=2N=CSC2)C=C(C=C1)CNC(C(CO)(C)C)=O